3-pyrrolidineacrylic acid methyl ester COC(C=CC1CNCC1)=O